CNC(=O)C1=CC=C(C=C1)C=1N=C2SC3=C(N2C1)C=CC(=C3)C(=O)NC3CN(CCC3)C 2-(4-(methylcarbamoyl)phenyl)-N-(1-methylpiperidin-3-yl)benzo[d]imidazo[2,1-b]thiazole-7-carboxamide